cyclohexane-1,2-dicarboxylic acid isononyl ester C(CCCCCC(C)C)OC(=O)C1C(CCCC1)C(=O)O